(3r,4r)-1-(4-aminopyrimidin-2-yl)-4-methoxypiperidin-3-ol NC1=NC(=NC=C1)N1C[C@H]([C@@H](CC1)OC)O